NC1=NC=CC=C1C1=NC=2C(=NC(=CC2)C2=CC=CC=C2)N1C1=CC=C(CNC(C2=CC=C(C=C2)N2N=C(CC2=O)C)=O)C=C1 N-(4-(2-(2-aminopyridin-3-yl)-5-phenyl-3H-imidazo[4,5-b]pyridin-3-yl)benzyl)-4-(3-methyl-5-oxo-4,5-dihydro-1H-pyrazol-1-yl)benzamide